6-oxo-14β-hydroxymorphinan O=C1C[C@]23C=4C=CC=CC4C[C@H]([C@@]2(CC1)O)NCC3